2-((3,5-dichloro-4-((5-isopropyl-1-methyl-6-oxo-1,6-dihydropyridazin-3-yl)oxy)phenyl)(methyl)amino)acetonitrile ClC=1C=C(C=C(C1OC1=NN(C(C(=C1)C(C)C)=O)C)Cl)N(CC#N)C